ClC1=C(C=C(C(=C1)Cl)OCC(C)C)NC(COCC(=O)O)=O 2-(2-((2,4-dichloro-5-isobutoxyphenyl)amino)-2-oxoethoxy)acetic acid